monohydroxy-bisphenol a OC1=C(O)C=CC(=C1)C(C)(C)C1=CC=C(C=C1)O